[4-(6-bromo-5-methoxy-1-methyl-benzimidazol-2-yl)cyclohexyl]methanol BrC=1C(=CC2=C(N(C(=N2)C2CCC(CC2)CO)C)C1)OC